CC1=NOC(=C1C=1C=CC(N(C1)CC=1C=C(OCC(=O)OC)C=CC1)=O)C methyl 2-(3-[5-(3,5-dimethyl-1,2-oxazol-4-yl)-2-oxo-1,2-dihydropyridin-1-yl]methylphenoxy)acetate